CC1=C(CCC1)C=O 2-Methyl-1-cyclopentenecarboxaldehyde